ClC1=CC=C(C=C1)C=1N=CN(C1C1=CC=NC=C1)CC(=O)N1CC2(CNC2)CC1 2-[4-(4-chlorophenyl)-5-(4-pyridyl)imidazol-1-yl]-1-(2,6-diazaspiro[3.4]octan-6-yl)ethanone